C(#N)C=1C=C(C=CC1F)C1=CCC(CN1C(=O)OC(C)(C)C)C tert-butyl 6-(3-Cyano-4-fluoro-phenyl)-3-methyl-3,4-dihydro-2H-pyridine-1-carboxylate